heneicosane tricosylate C(CCCCCCCCCCCCCCCCCCCCCC)(=O)O.CCCCCCCCCCCCCCCCCCCCC